benzyl 2-methyl-4,4-dioxo-3-oxa-4λ6-thia-5,8-diazatricyclo[4.3.2.01,5]undecane-8-carboxylate CC1C23N(S(O1)(=O)=O)C(CN(C2)C(=O)OCC2=CC=CC=C2)CC3